(S)-1-(3-chloro-5-methoxyphenyl)-5-(5-(3,5-dimethylisoxazol-4-yl)-1-((R)-1-(methylsulfonyl)pyrrolidin-3-yl)-1H-benzo[d]imidazol-2-yl)pyrrolidin-2-one ClC=1C=C(C=C(C1)OC)N1C(CC[C@H]1C1=NC2=C(N1[C@H]1CN(CC1)S(=O)(=O)C)C=CC(=C2)C=2C(=NOC2C)C)=O